C(C)(C)(C)OC(=O)N1[C@@H](CC(C[C@@H]1C)CCO[C@@H]1CC[C@H](CC1)N)C.[N+](=O)([O-])C=1C(=C2N=CC=NC2=CC1)NS(=O)(=O)C N-(6-nitroquinoxalin-5-yl)methanesulfonamide tert-butyl-(2r,6s)-4-(2-((trans-4-aminocyclohexyl)oxy)ethyl)-2,6-dimethylpiperidine-1-carboxylate